Aminoethyl 4-O-carboxyethyl-2-deoxy-2-sulfoamino-1-thio-α-D-glucopyranoside C(=O)(O)CCO[C@H]1[C@@H]([C@H]([C@@H](SCCN)O[C@@H]1CO)NS(=O)(=O)O)O